2,6-bis((S)-4-tert-butyl-4,5-dihydro-oxazol-2-yl)pyridine C(C)(C)(C)[C@@H]1N=C(OC1)C1=NC(=CC=C1)C=1OC[C@@H](N1)C(C)(C)C